C1(=CC=C(C=C1)CCCCC(CC(=O)O)(C)C)CCCCC(CC(=O)O)(C)C 7,7'-(1,4-phenylene)bis(3,3-dimethyl-heptanoic acid)